BrC=1C=2N(C=C(C1)C=1C=NN(C1)C[C@H]1CN(CCC1)C(=O)OC(C)(C)C)N=CC2C#N tert-butyl (3R)-3-[[4-(4-bromo-3-cyano-pyrazolo[1,5-a]pyridin-6-yl) pyrazol-1-yl]methyl]piperidine-1-carboxylate